3α-Hydroxy-7-oxo-5β-cholanoyltaurine O[C@H]1C[C@H]2CC([C@H]3[C@@H]4CC[C@H]([C@@H](CCC(=O)NCCS(=O)(=O)O)C)[C@]4(CC[C@@H]3[C@]2(CC1)C)C)=O